[N-](S(=O)(=O)C(F)(F)F)S(=O)(=O)C(F)(F)F.C(CCC)[N+](C)(CCCC)CCCC tri-n-butylmethylammonium bistrifluoromethanesulfonimide salt